(2-(((tert-butyldimethylsilyl)oxy)methyl)-6-cyano-4-((4-(((trans)-4-cyanotetrahydro-2H-pyran-3-yl)amino)-5-methylpyrimidin-2-yl)amino)phenyl)boronic acid [Si](C)(C)(C(C)(C)C)OCC1=C(C(=CC(=C1)NC1=NC=C(C(=N1)N[C@@H]1COCC[C@H]1C#N)C)C#N)B(O)O